2-(6-(4-(6-((6-acetyl-8-cyclopentyl-5-methyl-7-oxo-7,8-dihydropyrido[2,3-d]pyrimidin-2-yl)amino)pyridin-3-yl)piperazin-1-yl)-6-oxohexanamido)-N-(4-methyl-5-nitrothiazol-2-yl)benzamide C(C)(=O)C1=C(C2=C(N=C(N=C2)NC2=CC=C(C=N2)N2CCN(CC2)C(CCCCC(=O)NC2=C(C(=O)NC=3SC(=C(N3)C)[N+](=O)[O-])C=CC=C2)=O)N(C1=O)C1CCCC1)C